tert-Butyl 3-(2-{5-(benzyloxy)-2-[(5-cyano-1,2-dimethyl-1H-pyrrol-3-yl)amino]phenoxy}ethyl)piperidine-1-carboxylate C(C1=CC=CC=C1)OC=1C=CC(=C(OCCC2CN(CCC2)C(=O)OC(C)(C)C)C1)NC1=C(N(C(=C1)C#N)C)C